ammonium naphthalenedicarboxylic acid C=1(C(=CC=C2C=CC=CC12)C(=O)O)C(=O)O.[NH4+]